Cl.NC1CN(CC12CN(C2)C(=O)[C@@H]2C(C2)(C)C)C(=O)C=2C=NN(C2)CC2=CC=CC=C2 (8-amino-2-((S)-2,2-dimethylcyclopropane-1-carbonyl)-2,6-diazaspiro[3.4]octan-6-yl)(1-benzyl-1H-pyrazol-4-yl)methanone hydrochloride